BrC=1C(=NC=C(C1)[N+](=O)[O-])N1N=CC=N1 3-bromo-5-nitro-2-(2H-1,2,3-triazol-2-yl)pyridine